2,3,4,5-tetrafluoro-N,N-dimethyl-6-(pyridin-3-ylamino)benzenesulfonamide FC1=C(C(=C(C(=C1F)F)F)NC=1C=NC=CC1)S(=O)(=O)N(C)C